C1(=CC=CC=2C3=CC=CC=C3CC12)COC(=O)N[C@@H](CCCCNC(=O)OC(C)(C)C)C(=O)O N-fluorenylmethoxy-carbonyl-N'-tert-butoxycarbonyl-L-lysine